3-methyl-3-Methoxymethyloxetane CC1(COC1)COC